N-(4-cyano-2-fluoro-phenyl)-5-(p-tolyl)-1H-pyrrole-3-sulfonamide C(#N)C1=CC(=C(C=C1)NS(=O)(=O)C1=CNC(=C1)C1=CC=C(C=C1)C)F